NC1=C(C=C(C=C1C(=O)N)C1=CC=NC=C1)C1=C(C(=CC=C1C)O)C 2-amino-3'-hydroxy-2',6'-dimethyl-5-(pyridin-4-yl)-[1,1'-biphenyl]-3-carboxamide